ClC1=NC=C(C=C1)C(C)OC1CCOCC1 chloro-5-(1-((tetrahydro-2H-pyran-4-yl)oxy)ethyl)pyridine